N-(3-(2-cyanopropan-2-yl)-5-((4-methyl-3-oxopiperazin-1-yl)methyl)phenyl)-2-fluoro-4-methyl-5-((8-((1-methyl-1H-pyrazol-4-yl)amino)imidazo[1,2-a]pyridin-3-yl)ethynyl)benzamide C(#N)C(C)(C)C=1C=C(C=C(C1)CN1CC(N(CC1)C)=O)NC(C1=C(C=C(C(=C1)C#CC1=CN=C2N1C=CC=C2NC=2C=NN(C2)C)C)F)=O